3-(4-methyl-1-phenyl-3-((S)-pyrrolidin-2-yl)-1H-pyrazol-5-yl)urea dihydrochloride Cl.Cl.CC=1C(=NN(C1NC(N)=O)C1=CC=CC=C1)[C@H]1NCCC1